COC=1C=C2C=CN(C2=CC1OC)CC(C)N(C)C 1-(5,6-dimethoxy-1H-indol-1-yl)-N,N-dimethylpropan-2-amine